NCC1=NNC(C2=C(C=C(C=C12)C=1C=NN(C1C1=C(C#N)C(=CC(=C1F)Cl)OC1CC1)C)C=C)=O 2-(4-(4-(aminomethyl)-1-oxo-8-vinyl-1,2-dihydrophthalazin-6-yl)-1-methyl-1H-pyrazol-5-yl)-4-chloro-6-cyclopropoxy-3-fluorobenzonitrile